CN1N=CC2=C1N=CN(C2=O)NC2=CC=C(C=C2)C 1-methyl-5-(4-methylphenylamino)-1,5-dihydro-4H-pyrazolo[3,4-d]pyrimidin-4-one